N=1C(=NN2C1CNCCC2)N 6,7,8,9-tetrahydro-5H-[1,2,4]triazolo[1,5-a][1,4]diazepin-2-amine